ClC1=CC(=C(CC2(CCN(CC2)C(C2=C(N=CC=C2)C2=NC=NC=C2)=O)C#N)C=C1)F 4-(4-chloro-2-fluorobenzyl)-1-(2-(pyrimidin-4-yl)nicotinoyl)piperidine-4-carbonitrile